N-[4-[(6,7-dimethoxy-1,5-naphthyridin-4-yl)oxy]-3-fluorophenyl]-4-hydroxy-6-methyl-5-(5-propan-2-ylfuran-2-yl)pyridine-3-carboxamide COC=1N=C2C(=CC=NC2=CC1OC)OC1=C(C=C(C=C1)NC(=O)C=1C=NC(=C(C1O)C=1OC(=CC1)C(C)C)C)F